5-((6-acetyl-2,6-diazaspiro[3.3]heptane-2-yl)methyl)-6-methoxypyridine C(C)(=O)N1CC2(CN(C2)CC=2C=CC=NC2OC)C1